N1-((S)-1-(((S)-6-((Benzyloxy)amino)-2,6-dioxo-1-(2,3,5,6-tetrafluorophenoxy)hexan-3-yl)amino)-1-oxopropan-2-yl)-N2-(2,6-difluorophenyl)oxalamide C(C1=CC=CC=C1)ONC(CC[C@@H](C(COC1=C(C(=CC(=C1F)F)F)F)=O)NC([C@H](C)NC(C(=O)NC1=C(C=CC=C1F)F)=O)=O)=O